(4-((4-cyclohexyl-3-(trifluoromethyl)phenoxy)methyl)-2-methylphenyl)methanol C1(CCCCC1)C1=C(C=C(OCC2=CC(=C(C=C2)CO)C)C=C1)C(F)(F)F